7-bromo-6-chloro-2H-benzo[d][1,3]oxazine-2,4(1H)-dione BrC=1C(=CC2=C(NC(OC2=O)=O)C1)Cl